C(C)(=O)OCCCCCCCCCCCCCCCCCCCC n-eicosyl ethanoate